COC1CN(C1)C(=O)OC1CCCC1 cyclopentyl 3-methoxyazetidine-1-carboxylate